ethyl-(2-ethoxy)amine C(C)NOCC